4-(cyclohexyl)-2,6-dimethylmorpholine C1(CCCCC1)N1CC(OC(C1)C)C